[Si](C)(C)(C(C)(C)C)O[C@@]1(CC[C@@]2([C@H]3CC[C@@]4([C@H](CC[C@H]4[C@@H]3CCC2C1)/C(/C)=N/O)C)C)C (E)-1-((3R,8R,9S,10S,13S,14S,17S)-3-((tert-butyldimethylsilyl)oxy)-3,10,13-trimethylhexadecahydro-1H-cyclopenta[a]phenanthren-17-yl)ethan-1-one oxime